C1(CC1)CC1N(CC1N)C=1N=NC(=CC1)C1=NN(C2=CC=C(C=C12)O[C@H](C)C1=C(C=NC=C1Cl)Cl)C1OCCCC1 (cyclopropylmethyl)-1-[6-[5-[(1R)-1-(3,5-dichloro-4-pyridinyl)ethoxy]-1-tetrahydropyran-2-yl-indazol-3-yl]pyridazin-3-yl]azetidin-3-amine